C1(=CC=CC=C1)S(=O)(=O)O.NC[C@H](C1=CC(=CC=C1)Cl)NC(=O)C=1N=CN(C1)C1=NC(=NC=C1C)NC1CC(C1)(F)F (S)-N-(2-amino-1-(3-chlorophenyl)-ethyl)-1-(2-((3,3-difluorocyclobutyl)amino)-5-methylpyrimidin-4-yl)-1H-imidazole-4-carboxamide benzenesulfonic acid salt